4-((5-bromo-6-methyl-3-nitropyridin-2-yl)amino)piperidine-1-carboxylic acid tert-butyl ester C(C)(C)(C)OC(=O)N1CCC(CC1)NC1=NC(=C(C=C1[N+](=O)[O-])Br)C